4-methoxy-N-((3-methyl-4-((5-methylpyrimidin-2-yl)oxy)phenyl)carbamoyl)cyclohexane-1-carboxamide COC1CCC(CC1)C(=O)NC(NC1=CC(=C(C=C1)OC1=NC=C(C=N1)C)C)=O